p-diphenylpicryl-phenylhydrazine C1(=CC=CC=C1)C1(C([N+](=O)[O-])C=C([N+](=O)[O-])C=C1[N+](=O)[O-])N(N)C1=CC=C(C=C1)C1=CC=CC=C1